[Cl].[O].[P].[Sn] tin phosphorus oxygen chlorine